C(C#CC)N1N=C2C(N(C(C=C2N2[C@H](CN([C@@H](C2)CC)C(C)C2=CC=C3C=CC=NC3=C2)C)=O)C)=C1 2-(but-2-yn-1-yl)-7-((2S,5R)-5-ethyl-2-methyl-4-(1-(quinolin-7-yl)ethyl)piperazin-1-yl)-4-methyl-2,4-dihydro-5H-pyrazolo[4,3-b]pyridin-5-one